4-(((6-(1-(tert-butoxycarbonyl)piperidin-4-yl)pyridin-2-yl)oxy)methyl)-3-fluorobenzoic acid C(C)(C)(C)OC(=O)N1CCC(CC1)C1=CC=CC(=N1)OCC1=C(C=C(C(=O)O)C=C1)F